(S)-2-(1-(4-amino-3-(2,3-difluoro-4-methoxyphenyl)-1H-pyrazolo[3,4-d]pyrimidin-1-yl)ethyl)-5-chloro-3-phenylquinazolin-4(3H)-one maleate C(\C=C/C(=O)O)(=O)O.NC1=C2C(=NC=N1)N(N=C2C2=C(C(=C(C=C2)OC)F)F)[C@@H](C)C2=NC1=CC=CC(=C1C(N2C2=CC=CC=C2)=O)Cl